BrC1=CC=C(C=C1)N1N=C(C(=C1F)C(F)(F)F)OC 1-(4-bromophenyl)-5-fluoro-3-methoxy-4-trifluoromethylpyrazole